Cl.ClC1=C(C=CC(=C1)Cl)S(=O)(=O)N1CC(C1)(CNCC1CCOCC1)COC1=CC(=C(C#N)C=C1)F 4-((1-((2,4-Dichlorophenyl)sulfonyl)-3-((((tetrahydro-2H-pyran-4-yl)methyl)amino)methyl)azetidin-3-yl)methoxy)-2-fluorobenzonitrile hydrochloride